Bis(3,4-Epoxycyclohexylmethyl)adipat C1(CC2C(CC1)O2)COC(CCCCC(=O)OCC2CC1C(CC2)O1)=O